[(2s)-2-aminopropyl]-5-chloro-3-methyl-N7-[(thiophen-2-yl)methyl]thieno[3,2-b]pyridine-2,7-diamine hydrochloride Cl.N[C@H](CC=1C(=C2C(=NC1Cl)C(=C(S2)N)C)NCC=2SC=CC2)C